FCCCC=1C(=NON1)C(=O)O (3-fluoropropyl)-1,2,5-oxadiazole-3-carboxylic acid